FC=1C=C(OC2=C3C[C@H]([C@H](C3=C(C=C2)SC(F)(F)F)O)F)C=C(C1)F (1S,2R)-4-(3,5-difluorophenoxy)-2-fluoro-7-(trifluoromethylsulfanyl)indan-1-ol